ethyl (9Z)-19-[(dimethylamino)methyl]hexacos-9-enoate CN(C)CC(CCCCCCCC\C=C/CCCCCCCC(=O)OCC)CCCCCCC